(R)-2-(1-amino-8-azaspiro[4.5]decan-8-yl)-5-((4-chloropyrazolo[1,5-a]pyridin-5-yl)thio)-3-methylpyrimidin-4(3H)-one N[C@@H]1CCCC12CCN(CC2)C2=NC=C(C(N2C)=O)SC2=C(C=1N(C=C2)N=CC1)Cl